2-(Methylthio)thiazole CSC=1SC=CN1